[Na+].O1C(=CC=C1)C(=O)[O-].O1C(=CC=C1)C(=O)[O-].[Na+] difuranic acid sodium salt